FC1=CC(=NC(=C1)CO)NC(OC(C)(C)C)=O tert-butyl (4-fluoro-6-(hydroxymethyl)pyridin-2-yl)carbamate